4-((2-(azetidin-1-ylmethyl)-6-fluorobenzyl)amino)-2,6-difluoro-N-(pyridin-2-yl)benzenesulfonamide N1(CCC1)CC1=C(CNC2=CC(=C(C(=C2)F)S(=O)(=O)NC2=NC=CC=C2)F)C(=CC=C1)F